N=1C=NN2C1C=CC(=C2)C2=CNC=1N=C(N=C(C12)OC)NC1CCC(CC1)NC(C)=O N-((1s,4s)-4-((5-([1,2,4]triazolo[1,5-a]pyridin-6-yl)-4-methoxy-7H-pyrrolo[2,3-d]pyrimidin-2-yl)amino)cyclohexyl)acetamide